OC(C(=O)C1=CC=C(C=C1)CC1=CC=C(C=C1)C(C(C)(C)O)=O)(C)C 2-hydroxy-1-(4-(4-(2-hydroxy-2-methyl-propionyl)-benzyl)-phenyl)-2-methyl-propan-1-one